FC=1C=2CCCC2C(=C2CCCC12)NC(=O)NS(=O)(=O)C=1OC(=C(C1)CN1C[C@H](CC1)O)C (S)-N-((8-fluoro-1,2,3,5,6,7-hexahydro-s-indacen-4-yl)carbamoyl)-4-((3-hydroxypyrrolidin-1-yl)methyl)-5-methylfuran-2-sulfonamide